ClC1=CC(=C(C=C1)C1=NC(=NC2=C1N=C(N(C2=O)C)C(F)F)N2C[C@@H](OCC2)C2=CC(=NC=C2)C)F 8-(4-chloro-2-fluoro-phenyl)-2-(difluoromethyl)-3-methyl-6-[(2S)-2-(2-methyl-4-pyridyl)morpholino]pyrimido[5,4-d]pyrimidin-4-one